O[C@@H](CCCC(=O)OC)[C@@H](\C=C\C1=C(C=CC=C1)\C=C\[C@@H](CCCCC)O)O methyl (5S,6R,E)-5,6-dihydroxy-8-(2-((R,E)-3-hydroxyoct-1-en-1-yl)phenyl)oct-7-enoate